3-(2-hydroxyethyl)-benzothiazole bromide salt [Br-].OCCN1CSC2=C1C=CC=C2